NC1CCN(CC1)C=1N(C(C(=C(N1)C1=CC=C(C=C1)C#N)C1=CC=C(OCC(=O)N2CCC(CC2)C(=O)NO)C=C1)=O)C 1-(2-(4-(2-(4-aminopiperidin-1-yl)-4-(4-cyanophenyl)-1-methyl-6-oxo-1,6-dihydropyrimidin-5-yl)phenoxy)acetyl)-N-hydroxypiperidine-4-carboxamide